8-(methoxymethyl)quinazoline-2,4-diol COCC=1C=CC=C2C(=NC(=NC12)O)O